O[C@@H](CNC1=NC(=CC(=C1)C=1C=C(C=CC1C)NC(=O)N1C[C@@H](CC1)OC(F)(F)F)N1CCOCC1)C (R)-N-(3-(2-(((R)-2-hydroxypropyl)amino)-6-morpholinopyridin-4-yl)-4-methylphenyl)-3-(trifluoromethoxy)pyrrolidine-1-carboxamide